C(C)(C)N1C(C2(N(CC1)CC1=CC=C(C=C1)C(F)(F)F)CCC1=CCC(C=C12)=O)=O 4'-isopropyl-1'-(4-(trifluoromethyl)benzyl)-2,3-dihydrospiro[indene-1,2'-piperazine]-3',6-dione